1-(cis-4-(2-(4-(2,3-dichlorophenyl)piperazin-1-yl)ethyl)-4-fluorocyclohexyl)-3-ethylurea ClC1=C(C=CC=C1Cl)N1CCN(CC1)CCC1(CCC(CC1)NC(=O)NCC)F